2-((2-(1-methyl-2,6-dioxopiperidin-3-yl)-1-oxoisoindol-4-yl)oxy)acetic acid CN1C(C(CCC1=O)N1C(C2=CC=CC(=C2C1)OCC(=O)O)=O)=O